[2-13C]glycine N[13CH2]C(=O)O